[Pt].[Ag].[Au] gold-silver platinum